6,6'-(Methylazanediyl)bis(N,N-didodecylhexanamide) CN(CCCCCC(=O)N(CCCCCCCCCCCC)CCCCCCCCCCCC)CCCCCC(=O)N(CCCCCCCCCCCC)CCCCCCCCCCCC